[Zr].O(C(C(CC(=O)OC(C)C)=O)CC)C(C(CC(=O)OC(C)C)=O)CC diisopropyl oxybis(ethyl acetoacetate) zirconium